P(=O)(O)(O)NC(=N)N1C(CC1)C(=O)O 1-(N-phosphono-carbamimidoyl)-azetidine-2-carboxylic acid